C(C)(C)(C)OC(=O)N1C(CCC1)C1=COC(=C1)C(=O)OC 2-(5-(methoxycarbonyl)furan-3-yl)pyrrolidine-1-carboxylic acid tert-butyl ester